CC=1CC2=CC=3CCCC3C(=C2C1)C1=CC=C(C=C1)C(C)(C)C 2-methyl-4-(4'-(tert-butyl)-phenyl)-1,5,6,7-tetrahydro-s-indacene